5'-(2,6-dichloro-4-nitrophenoxy)spiro[cyclobutane-1,3'-indoline] ClC1=C(OC=2C=C3C4(CNC3=CC2)CCC4)C(=CC(=C1)[N+](=O)[O-])Cl